ClCC1=CN=C(O1)NC(=O)NCC 1-(5-(chloromethyl)oxazol-2-yl)-3-ethylurea